FC1=C(C=CC2=C1CNS2(=O)=O)NC2=NNC(=C2)[C@@H]2C[C@@H](CC2)OC2=NN(C=C2)C cis-4-fluoro-5-((5-(3-((1-methyl-1H-pyrazol-3-yl)oxy)cyclopentyl)-1H-pyrazol-3-yl)amino)-2,3-dihydrobenzo[d]isothiazole 1,1-dioxide